COC(CCOC1=CC(=CC=C1)[N+](=O)[O-])OC 1-(3,3-dimethoxypropoxy)-3-nitro-benzene